((benzyloxy)-2-methyl-4-oxopyridin-1(4H)-yl)propionic acid C(C1=CC=CC=C1)OC1=C(N(C=CC1=O)C(C(=O)O)C)C